rac-3-[6-chloro-5-(2-methoxyethoxy)-3-[3-(trifluoromethyl)phenoxy]pyridazin-4-yl]-5-[(2,4-dimethylphenyl)methyl]-5,6-dihydro-4H-1,2,4-oxadiazine ClC1=C(C(=C(N=N1)OC1=CC(=CC=C1)C(F)(F)F)C1=NOC[C@H](N1)CC1=C(C=C(C=C1)C)C)OCCOC |r|